N-(4-((2-(1,1-difluoroethyl)pyrimidin-4-yl)amino)-5-(6-methylpyrimidin-4-yl)pyridin-2-yl)acetamide FC(C)(F)C1=NC=CC(=N1)NC1=CC(=NC=C1C1=NC=NC(=C1)C)NC(C)=O